C(C)(C)(C)OC(=O)N(C=1C(=NC(=C(C1)C(F)(F)F)N(C)CCC=C)C(=O)OC)C(=O)OC(C)(C)C Methyl 3-[bis(tert-butoxycarbonyl)amino]-6-[but-3-enyl(methyl)amino]-5-(trifluoromethyl)pyridine-2-carboxylate